CN1C(C(=CC(=C1)[N+](=O)[O-])C=1C=CC2=C(OC3(CCOCC3)CC(N2)=O)C1)=O 8-(1-methyl-5-nitro-2-oxo-1,2-dihydropyridin-3-yl)-2',3',5',6'-tetrahydro-3H-spiro[benzo[b][1,4]oxazepine-2,4'-pyran]-4(5H)-one